ClC=1C=C2C(=NC(=NC2=C(C1C1=CC=CC2=C1N=C(S2)N)F)OC[C@H]2NC[C@H](C2)F)N2CCNCC2 4-(6-chloro-8-fluoro-2-(((2s,4s)-4-fluoropyrrolidin-2-yl)methoxy)-4-(piperazin-1-yl)quinazolin-7-yl)benzo[d]thiazol-2-amine